C(#N)CC1(CC1)N1C=NC2=C1C=C(C=C2)C(=O)O 1-(cyanomethyl)cyclopropyl-1H-benzo[d]imidazole-6-carboxylic acid